N-[3-[2-(difluoromethoxy)-5-(3-morpholin-2-ylphenoxy)phenyl]-1-[[rac-(2R)-1-methylpyrrolidin-2-yl]methyl]pyrazol-4-yl]pyrazolo[1,5-a]pyrimidine-3-carboxamide FC(OC1=C(C=C(C=C1)OC1=CC(=CC=C1)C1CNCCO1)C1=NN(C=C1NC(=O)C=1C=NN2C1N=CC=C2)C[C@@H]2N(CCC2)C)F |r|